4-(3-aminopyridin-4-yl)-N-(5-chloro-6-(2H-1,2,3-triazol-2-yl)pyridin-3-yl)-2-fluoro-5-isopropyl-benzamide NC=1C=NC=CC1C1=CC(=C(C(=O)NC=2C=NC(=C(C2)Cl)N2N=CC=N2)C=C1C(C)C)F